NC1=C(C(=NC=N1)OC1=C(C=C(C=C1)NC(=O)C=1N=NN(C1C)C1=C(C=CC=C1)F)F)Cl N-[4-(6-amino-5-chloro-pyrimidin-4-yl)oxy-3-fluorophenyl]-1-(2-fluorophenyl)-5-methyl-triazole-4-carboxamide